3-Azabicyclo[3.2.1]octan-6-ol hydrochloride Cl.C12CNCC(C(C1)O)C2